Br[IH]C(I)(I)Cl bromochloroiodoform